FC(CC(C)NC(O[C@H]1C[C@H](CC1)C1=NN(C(=C1)N)C(C)(C)C)=O)(F)F (1R,3S)-3-(5-amino-1-tert-butyl-1H-pyrazol-3-yl)cyclopentyl (4,4,4-trifluorobutan-2-yl)carbamate